OC1(C[C@H](N(C1)C(=O)OC(C)(C)C)C(=O)OC)C(=O)OC 1-(tert-butyl) 2,4-dimethyl (2S)-4-hydroxypyrrolidine-1,2,4-tricarboxylate